Cl.NCCCCN(C(=O)C1=C(C=C(C=C1)NC(=O)C=1N(C(=CN1)C=1C(=NN(C1)C1CC1)C(F)(F)F)C)Cl)C N-(4-((4-aminobutyl)(methyl)carbamoyl)-3-chlorophenyl)-5-(1-cyclopropyl-3-(trifluoromethyl)-1H-pyrazol-4-yl)-1-methyl-1H-imidazole-2-carboxamide hydrochloride